5-(azetidin-2-ylmethoxy)-N-(1-(7-methoxyquinolin-5-yl)cyclopropyl)-2-methylbenzamide N1C(CC1)COC=1C=CC(=C(C(=O)NC2(CC2)C2=C3C=CC=NC3=CC(=C2)OC)C1)C